4-(3-ethoxy-8-(4-methoxybenzyl)-8-azabicyclo[3.2.1]octane-1-yl)benzoate C(C)OC1CC2(CCC(C1)N2CC2=CC=C(C=C2)OC)C2=CC=C(C(=O)[O-])C=C2